[Al].[Fe].[Na] sodium iron-aluminum